FC=1C=C(C=CC1)[C@H](CNC(C)(C)C1CCC(CC1)NC(C1=CC=CC=C1)=O)O N-((1R,4r)-4-(2-(((R)-2-(3-Fluorophenyl)-2-hydroxyethyl)amino)propan-2-yl)cyclohexyl)benzamide